CC1(NC(CC(C1)NC1=CC=C(N=N1)C=1C(=CC2=CC(=CC=C2C1)O)O)(C)C)C 3-(6-((2,2,6,6-tetramethylpiperidin-4-yl)amino)pyridazin-3-yl)naphthalene-2,7-diol